3'-aminocarbonyl-6-hydroxy[1,1'-biphenyl]-3-yl cyclohexylcarbamate C1(CCCCC1)NC(OC=1C=C(C(=CC1)O)C1=CC(=CC=C1)C(=O)N)=O